C(C)(=O)C1=CC(=CC(=N1)NC(C)=O)C(F)(F)F N-[6-acetyl-4-(trifluoromethyl)-2-pyridinyl]Acetamide